C(#N)C(C)(C)\N=N/C(C#N)(C)C 2-[(1Z)-2-(1-cyano-1-methylethyl)diazen-1-yl]-2-methylpropanenitrile